3,5-di-tert-butyl-4-hydroxy-N-isobutyl-benzamide C(C)(C)(C)C=1C=C(C(=O)NCC(C)C)C=C(C1O)C(C)(C)C